3-methoxy-4-(trifluoro-methyl)phenol COC=1C=C(C=CC1C(F)(F)F)O